ClC1=CC(=CC=2CN(CCOC21)CC=2N=NNN2)N2C=CC1=CC(=CC=C21)F 9-chloro-7-(5-fluoroindol-1-yl)-4-(2H-1,2,3,4-tetrazol-5-ylmethyl)-3,5-dihydro-2H-1,4-benzoxazepine